ClC1=C(C(=O)N2CC=3N=C(N(C(C3C[C@H]2C)=O)C2=NN(C(=C2)C(=O)NC)C)NC(C)C)C=CC(=C1C(F)(F)F)Cl (R)-3-(7-(2,4-Dichloro-3-(trifluoromethyl)benzoyl)-2-(isopropylamino)-6-methyl-4-oxo-5,6,7,8-tetrahydropyrido[3,4-d]pyrimidin-3(4H)-yl)-N,1-dimethyl-1H-pyrazole-5-carboxamide